5-[5-Methyl-2-(7-methyl-quinoline-8-sulfonylamino)-phenylethynyl]-pyridine-2-carboxylic acid CC=1C=CC(=C(C1)C#CC=1C=CC(=NC1)C(=O)O)NS(=O)(=O)C=1C(=CC=C2C=CC=NC12)C